(S)-3-((S)-4-methyl-2-(3-oxo-3-(phenylamino) propanamido) pentanamido)-2-oxo-4-((S)-2-oxopyrrolidin-3-yl) butyl dihydrophosphate CC(C[C@@H](C(=O)N[C@H](C(COP(=O)([O-])O)=O)C[C@H]1C(NCC1)=O)NC(CC(NC1=CC=CC=C1)=O)=O)C